OC1=CC=C(C[C@H]2C(N[C@H](C(N2)=O)CC2=CC=C(C=C2)O)=O)C=C1 (3S,6S)-3,6-di(4-hydroxybenzyl)-2,5-diketopiperazine